C(N)(OC1=NC=C(C=C1C(C)(C)C)C1=CC(=CC=C1)C(NC=1N(C=C(N1)CCCCCC(N1CCCCC1)=O)C1=CC=CC=C1)=O)=O (tert-butyl 5-(3-((4-(6-oxo-6-(piperidin-1-yl) hexyl)-1-phenyl-1H-imidazol-2-yl) carbamoyl) phenyl) pyridin-2-yl) carbamate